(1R,2R)-2-((2-Amino-9-((2R,3S,4S,5R)-4-fluoro-3-hydroxy-5-(hydroxymethyl)tetrahydrofuran-2-yl)-6,8-dioxo-1,6,8,9-tetrahydro-7H-purin-7-yl)methyl)cyclopropan NC=1NC(C=2N(C(N(C2N1)[C@@H]1O[C@@H]([C@H]([C@H]1O)F)CO)=O)CC1CC1)=O